OC1(CC(C1)NC(=S)NC(OC(C)(C)C)=O)C(F)(F)F tert-Butyl N-{[3-hydroxy-3-(trifluoromethyl)cyclobutyl]carbamothioyl}carbamate